ClC1=C(C(=C(C(=N1)N1CCN(CCC1)C(=O)OC(C)(C)C)C#N)C1CC1)C#N Tert-butyl 4-(6-chloro-3,5-dicyano-4-cyclopropylpyridin-2-yl)-1,4-diazepan-1-carboxylate